ClC1=C(C=C(C=C1)F)C1NC(C2=C1C(=CC1=C(N(N=C21)C)C=2NN=CC2)NC(C2=CC(=CC(=C2)F)C(F)(F)F)=O)=O N-[6-(2-chloro-5-fluorophenyl)-3-(2H-pyrazol-3-yl)-2-methyl-8-oxo-7,8-dihydro-6H-pyrrolo[4,3-g]indazol-5-yl]-5-fluoro-3-(trifluoromethyl)benzamide